C1(CC1)CN(C(OC(C)(C)C)=O)C1CN(CC1)C=1N=NC(=CC1)C1=C(C=C(C=C1)C=1C=NN(C1)C1OCCCC1)OCOC tertbutyl N-(cyclopropylmethyl)-N-(1-{6-[2-(methoxymethoxy)-4-[1-(oxan-2-yl)pyrazol-4-yl]phenyl]pyridazin-3-yl}pyrrolidin-3-yl)carbamate